2-(1-(4-(4-methylpiperazin-1-yl) phenyl) ethyl)-10H-phenothiazinefumarate CN1CCN(CC1)C1=CC=C(C=C1)C(C)C1=C(C=2NC3=CC=CC=C3SC2C=C1)\C(=C/C(=O)[O-])\C(=O)[O-]